bis(N-benzylpiperazino)thiuram disulfide C(C1=CC=CC=C1)N1CCN(CC1)NC(SSC(NN1CCN(CC1)CC1=CC=CC=C1)=S)=S